2-cyclopentyloxy-3-[4-(1,4-dioxa-spiro[4.5]dec-8-yl)-3-fluoro-phenyl]-pyridine C1(CCCC1)OC1=NC=CC=C1C1=CC(=C(C=C1)C1CCC2(OCCO2)CC1)F